N1C[C@@H](CC1)C1=CC=2C(=NC=CC2NC=2C=CC3=C(N=CS3)C2)S1 (R)-N-(2-(pyrrolidin-3-yl)thieno[2,3-b]pyridin-4-yl)benzo[d]thiazol-5-amine